(R)-8-chloro-1-methyl-6-(trifluoromethyl)-1,2,3,4-tetrahydroisoquinoline ClC=1C=C(C=C2CCN[C@@H](C12)C)C(F)(F)F